acetate (methyl 2-(4-((6,7-dimethyl-3-oxo-4-((2S,3S,4R)-2,3,4,5-tetrahydroxypentyl)-3,4-dihydroquinoxaline-2-carboxamido)methyl)phenyl)acetate) CC(C(=O)O)C1=CC=C(C=C1)CNC(=O)C1=NC2=CC(=C(C=C2N(C1=O)C[C@@H]([C@@H]([C@@H](CO)O)O)O)C)C.C(C)(=O)O